C(C)C(CO)C(C)O 2-ethyl-1,3-butanediol